CC=1C(=C2C=NNC2=CC1C)C1=CC=C2C(=NC(=NC2=C1F)OC[C@]12CCCN2C[C@@H](C1)F)N1C[C@@]2(C(NC(N2)=O)=O)CCC1 (5R)-7-(7-(5,6-dimethyl-1H-indazol-4-yl)-8-fluoro-2-(((2R,7aS)-2-fluorotetrahydro-1H-pyrrolizin-7a(5H)-yl)methoxy)quinazolin-4-yl)-1,3,7-triazaspiro[4.5]decane-2,4-dione